methyl 3-amino-6-chloro-[2,3'-bipyridine]-4-carboxylate NC=1C(=NC(=CC1C(=O)OC)Cl)C=1C=NC=CC1